FC(OC1=C(C[C@H](N)C(=O)O)C=CC=C1)(F)F 2-(trifluoromethoxy)-L-phenylalanine